C1=CC=CC=2C3=CC=CC=C3C(=CC12)C1=CC=C(C=C1)C1=NC=C(C=C1)C1=CC(=CC(=C1)C=1C=NC2=CC=CC=C2C1)C=1C=NC2=CC=CC=C2C1 2-{4-(phenanthrene-9-yl)phenyl}-5-{3,5-bis(quinoline-3-yl)phenyl}pyridine